[6-(4-cyclopropylimidazol-1-yl)-2-azaspiro[3.3]heptan-2-yl]-[5-fluoro-6-[(1-methylcyclopropyl)methoxy]-3-pyridinyl]methanone C1(CC1)C=1N=CN(C1)C1CC2(CN(C2)C(=O)C=2C=NC(=C(C2)F)OCC2(CC2)C)C1